C(C=CC1=CC=CC=C1)OC1=CC=C(C=C1)OC 1-(cinnamyloxy)-4-methoxybenzene